FC1=C(C(=O)[O-])C(=CC=C1)C=1N=NNN1 2-fluoro-6-(2H-tetrazol-5-yl)benzoate